2-amino-2-(3-cyclopropylthieno[2,3-c]pyridin-4-yl)acetonitrile NC(C#N)C1=C2C(=CN=C1)SC=C2C2CC2